C1(CC1)COC=1C=C(OC=2N=NNC2C(=O)O)C=C(C1)C(F)(F)F 4-(3-(cyclopropylmethoxy)-5-(trifluoromethyl)phenoxy)-1H-1,2,3-triazole-5-carboxylic acid